C1(=CC=CC2=CC=CC=C12)C=O 1-NAPHTHALENECARBOXALDEHYDE